ClC1=C(C=C(C=C1)C1=CN(C(C=C1)=O)C(C)C)C[C@@H](C(=O)NC1=CC=C(C=C1)C=1N(N=CC1C)C)NC(=O)C=1N=COC1 N-[(1S)-1-[[2-chloro-5-(1-isopropyl-6-oxo-3-pyridyl)phenyl]methyl]-2-[4-(2,4-dimethylpyrazol-3-yl)anilino]-2-oxo-ethyl]oxazole-4-carboxamide